5-[4-[5-chloro-1-(2-methoxyethyl)pyrazol-4-yl]-2,3-difluoro-phenyl]-1-methyl-imidazole-2-carboxamide ClC1=C(C=NN1CCOC)C1=C(C(=C(C=C1)C1=CN=C(N1C)C(=O)N)F)F